4-Methyl-5-[(2Z)-2-{[4-(4-morpholinyl)phenyl]imino}-2,5-dihydro-4-pyrimidinyl]-1,3-thiazol-2-amine CC=1N=C(SC1C1=N\C(\N=CC1)=N/C1=CC=C(C=C1)N1CCOCC1)N